N-[4-(6,7-Difluoro-1,3-benzoxazol-2-yl)phenyl]-4-methyloxazol-2-carboxamid FC1=C(C2=C(N=C(O2)C2=CC=C(C=C2)NC(=O)C=2OC=C(N2)C)C=C1)F